C(C)OC1=CN=CC(=N1)C1=CN=C(S1)C(=O)N1C(CNCC1)C1=NC=CC(=C1)NS(=O)(=O)C1CC1 N-(2-[1-[5-(6-ethoxypyrazin-2-yl)-1,3-thiazole-2-carbonyl]piperazin-2-yl]pyridin-4-yl)cyclopropanesulfonamide